NC(C#N)C1=CC=CC2=C1N=CS2 2-amino-2-(1,3-benzothiazol-4-yl)acetonitrile